(S)-N-(5-(2-Fluoroacetimidamido)-1-((2-methoxybenzyl)amino)-1-oxopentan-2-yl)-4-methoxy-[1,1'-biphenyl]-3-carboxamide FCC(NCCC[C@@H](C(=O)NCC1=C(C=CC=C1)OC)NC(=O)C=1C=C(C=CC1OC)C1=CC=CC=C1)=N